7-{3-[(2,3-dihydroxypropoxy)imino]azetidin-1-yl}-5-methyl-4-oxo-1-(1,3-thiazol-2-yl)-1,4-dihydro-1,8-naphthyridine-3-carboxylic acid OC(CON=C1CN(C1)C1=CC(=C2C(C(=CN(C2=N1)C=1SC=CN1)C(=O)O)=O)C)CO